FC1=CC=C(C=C1)N1NC=C2C=C3C(C=C12)=CC(=N3)C3(COC3)C (4-fluorophenyl)-6-(3-methyloxetan-3-yl)-1H-pyrrolo[2,3-f]indazole